3-(4-isoprop-oxy-5-(trifluoromethyl)pyridin-2-yl)-N-(3-methylpyridin-2-yl)-1,2,4-thia-diazol-5-amine C(C)(C)OC1=CC(=NC=C1C(F)(F)F)C1=NSC(=N1)NC1=NC=CC=C1C